BrC1=CC(=C(C=C1)[C@H]1N([C@@H](CC2=C3C(=CC=C12)NN=C3)C)CC(COC)(F)F)OC (6s,8r)-6-(4-bromo-2-methoxyphenyl)-7-(2,2-difluoro-3-methoxypropyl)-8-methyl-6,7,8,9-tetrahydro-3H-pyrazolo[4,3-f]isoquinoline